2-[4-[(5-ethylpyridin-2-yl)-methylamino]phenoxy]pyrido[3,4-d]pyrimidin-4-ol C(C)C=1C=CC(=NC1)N(C1=CC=C(OC=2N=C(C3=C(N2)C=NC=C3)O)C=C1)C